C[C@@H]1O[C@@H](CN(C1)C=1C=C(C=CC1)C1=C(C(=CC=C1)NC(CNC(=O)C1=CN(C=C1)S(=O)(=O)C)=O)F)C N-(2-((3'-(cis-2,6-dimethylmorpholino)-2-fluoro-[1,1'-biphenyl]-3-yl)amino)-2-oxoethyl)-1-(methylsulfonyl)-1H-pyrrole-3-carboxamide